6-(3-(5-(3-hydroxy-1-methyl-2-oxopyrrolidin-3-yl)-1H-pyrazol-3-yl)phenyl)picolinamide OC1(C(N(CC1)C)=O)C1=CC(=NN1)C=1C=C(C=CC1)C1=CC=CC(=N1)C(=O)N